[Sr].[Na] Natrium-Strontium